BrC1=NC=C(C=C1CS(=O)(=O)NS(=O)(=O)C)Br (2,5-dibromopyridin-3-yl)-N-(methylsulfonyl)methanesulfonamide